3-(2-bromo-4,5-difluorophenoxy)propionic acid BrC1=C(OCCC(=O)O)C=C(C(=C1)F)F